benzyl 4-hydroxy-3,5-diiodo-2,6-dimethylbenzoate Methyl-4-hydroxy-2,6-dimethylbenzoate COC(C1=C(C=C(C=C1C)O)C)=O.OC1=C(C(=C(C(=O)OCC2=CC=CC=C2)C(=C1I)C)C)I